C(O)(O)=S thionocarbonic acid